4-fluoro-1-[1-(2-methoxyphenyl)ethyl]-1H-imidazole-5-carboxylic acid ethyl ester C(C)OC(=O)C1=C(N=CN1C(C)C1=C(C=CC=C1)OC)F